tert-butyl (1r,5s)-2-(((tert-butyldiphenylsilyl) oxy) methyl)-3,8-diazabicyclo[3.2.1]octane-8-carboxylate [Si](C1=CC=CC=C1)(C1=CC=CC=C1)(C(C)(C)C)OCC1[C@H]2CC[C@@H](CN1)N2C(=O)OC(C)(C)C